(±)-(1S,3R,5R)-8-benzyl-6-oxo-8-azabicyclo[3.2.1]Oct-3-ylacetate C(C1=CC=CC=C1)N1[C@H]2C[C@H](C[C@@H]1C(C2)=O)CC(=O)[O-] |r|